4,4'-butylidenebis(3-methyl-6-tert-butyl-phenol) C(CCC)(C1=C(C=C(C(=C1)C(C)(C)C)O)C)C1=C(C=C(C(=C1)C(C)(C)C)O)C